BrC1=CC(=C(O[C@H](C(=O)OC)CC)C=C1)C1=NOCC1OCCCC methyl (2S)-2-[4-bromo-2-(4-butoxy-4,5-dihydroisoxazol-3-yl)phenoxy]butanoate